n-[3,5-bis(trifluoromethyl)phenyl]acetamide CC(=O)NC1=CC(=CC(=C1)C(F)(F)F)C(F)(F)F